6-(4-amino-2,6-dichlorophenyl)-4-isopropylpyridazin-3(2H)-one NC1=CC(=C(C(=C1)Cl)C=1C=C(C(NN1)=O)C(C)C)Cl